6-(4-(7-chloro-6-fluoro-1-(methyl-d3)-1H-indazol-4-yl)-2,6-difluorobenzyl)-6,7-dihydro-5H-pyrrolo[3,4-b]pyridin-5-one-7,7-d2 ClC=1C(=CC(=C2C=NN(C12)C([2H])([2H])[2H])C1=CC(=C(CN2C(C3=NC=CC=C3C2=O)([2H])[2H])C(=C1)F)F)F